N-[2-(3-Methylpyridin-2-yl)-[1,3]thiazolo[5,4-c]pyridin-6-yl]-5-(oxolan-3-yl)-6-[(pyrrolidin-1-yl)methyl]pyridin-2-amine CC=1C(=NC=CC1)C=1SC=2C=NC(=CC2N1)NC1=NC(=C(C=C1)C1COCC1)CN1CCCC1